1-(pyridin-2-ylmethyl)-3-(thiophen-2-ylethynyl)-4-(4-(trifluoromethyl)phenyl)-1H-pyrrole-2,5-dione N1=C(C=CC=C1)CN1C(C(=C(C1=O)C1=CC=C(C=C1)C(F)(F)F)C#CC=1SC=CC1)=O